C1(CC1)C1=NC=C(C(=C1)C1=C(C=NC(=C1)C)C(=O)NC=1SC=2C(=NC=C(N2)C2=CC=C(C=C2)C2CC2)N1)OC 2'-cyclopropyl-N-(6-(4-cyclopropylphenyl)thiazolo[4,5-b]pyrazin-2-yl)-5'-methoxy-6-methyl-[4,4'-bipyridine]-3-carboxamide